gold potassium chlorate Cl(=O)(=O)[O-].[K+].[Au+3].Cl(=O)(=O)[O-].Cl(=O)(=O)[O-].Cl(=O)(=O)[O-]